C(C1=CC=CC=C1)OC=1C(=C(C=NC1C#N)C=1C=NC(=CC1)C(F)(F)F)C 5-(benzyloxy)-4-methyl-6'-(trifluoromethyl)-[3,3'-bipyridine]-6-carbonitrile